FC1(CCN(CCC1)C1=C(C(=O)NC2=CC(=CC=C2)[S@@](=O)(=NC(=O)C2COC2)C)C(=C(C=N1)C=1C=NN(C1)C)C)F (R)-2-(4,4-difluoroazepan-1-yl)-4-methyl-5-(1-methyl-1H-pyrazol-4-yl)-N-(3-(S-methyl-N-(oxetane-3-carbonyl)sulfonimidoyl)phenyl)nicotinamide